3-bromo-4-(3-methyl-4-(methylsulfonyl)phenyl)-1-(tetrahydro-2H-pyran-2-yl)-1H-pyrazolo[4,3-c]pyridine tert-butyl-(R)-2-(((methylsulfonyl)oxy)methyl)morpholine-4-carboxylate C(C)(C)(C)OC(=O)N1C[C@@H](OCC1)COS(=O)(=O)C.BrC1=NN(C2=C1C(=NC=C2)C2=CC(=C(C=C2)S(=O)(=O)C)C)C2OCCCC2